FC(C1=CC(=NC(=C1)C(F)(F)F)N1C(CCC1)C(=O)N(C1=CC=CC=C1)C1=CC=CC=C1)(F)F 1-(4,6-bis(trifluoromethyl)pyridin-2-yl)-N,N-diphenylpyrrolidine-2-carboxamide